N-(2-methyl-1-(pyridin-2-yloxy)propan-2-yl)thieno[3,2-b]pyridine-6-carboxamide CC(COC1=NC=CC=C1)(C)NC(=O)C=1C=C2C(=NC1)C=CS2